C1(CC1)C1=CC=C(C=C1)N1N=C(C=2CN(CCC21)C(=O)OC(C)(C)C)OCC(=O)OC tert-butyl 1-(4-cyclopropylphenyl)-3-(2-methoxy-2-oxoethoxy)-1,4,6,7-tetrahydro-5H-pyrazolo[4,3-c]pyridine-5-carboxylate